ClC=1C(=C(CNC(CN(C(CN2N=C(C3=CC=CC=C23)C(=O)N)=O)[C@@H](CO)C(C)C)=O)C=CC1)F (R)-1-(2-((2-((3-chloro-2-fluorobenzyl)amino)-2-oxoethyl)(1-hydroxy-3-methylbut-2-yl)amino)-2-oxoethyl)-1H-indazole-3-carboxamide